(R)-3-(1-((6-bromo-7-methoxy-2-methylpyrido[2,3-d]pyrimidin-4-yl)amino)ethyl)-2-methylbenzonitrile BrC1=CC2=C(N=C(N=C2N[C@H](C)C=2C(=C(C#N)C=CC2)C)C)N=C1OC